C(C)(C)(C)OC(=O)N1[C@H](C[C@H](CC1)N(C=1N=NC(=CC1)C=1C=CC(=C2C=NNC12)N1N=CC=C1)C)C (cis)-tert-butyl-2-methyl-4-[methyl([6-[4-(pyrazol-1-yl)-1H-indazol-7-yl]pyridazin-3-yl])amino]piperidine-1-carboxylate